C1(=CC=CC=C1)CC(=O)N1[C@@H](CCC1)C(=O)NN1C(=C(C2=CC=CC=C12)C(=O)N)C1=CC=C(C=C1)NC(=O)[C@H]1N(CCC1)C(CC1=CC=CC=C1)=O ({[(2S)-1-(phenylacetyl)pyrrolidin-2-yl]carbonyl}amino)-2-[4-({[(2S)-1-(phenylacetyl)pyrrolidin-2-yl]carbonyl}amino)phenyl]-1H-indole-3-carboxamide